2-[6-[4-(2,6-diazaspiro[3.3]heptan-2-yl)phenyl]-7-fluoro-indazol-2-yl]-2-(6,7-dihydro-5H-pyrrolo[1,2-c]imidazol-1-yl)-N-thiazol-2-yl-acetamide, trifluoroacetic acid salt FC(C(=O)O)(F)F.C1N(CC12CNC2)C2=CC=C(C=C2)C=2C=CC1=CN(N=C1C2F)C(C(=O)NC=2SC=CN2)C2=C1N(C=N2)CCC1